CC1=C(C=C(C=C1)OC1=CC=C(C=C1)[N+](=O)[O-])C 1,2-dimethyl-4-(4-nitrophenoxy)benzene